C1(CC1)C(=O)NC1=CC(=C(N=N1)C(=O)NC)NC1=NN2C(C=CC(=C2)N2CC(C2)S(=O)(=O)C)=N1 6-(cyclopropanecarboxamido)-N-methyl-4-((6-(3-(methylsulfonyl)azetidin-1-yl)-[1,2,4]triazolo[1,5-a]pyridin-2-yl)amino)pyridazine-3-carboxamide